4-(1-benzyl-2-methyl-4-(methylsulfonyl)-1H-benzo[d]imidazol-6-yl)-3,5-dimethylisoxazole C(C1=CC=CC=C1)N1C(=NC2=C1C=C(C=C2S(=O)(=O)C)C=2C(=NOC2C)C)C